4-(5-fluoro-6-(2-methoxyphenyl)pyridin-3-yl)piperidine-4-carboxylic acid FC=1C=C(C=NC1C1=C(C=CC=C1)OC)C1(CCNCC1)C(=O)O